2-amino-6-borono-2-(2-((4-fluoro-3-(trifluoromethyl)benzyl)(methyl)amino)ethyl)hexanoic acid NC(C(=O)O)(CCCCB(O)O)CCN(C)CC1=CC(=C(C=C1)F)C(F)(F)F